O=C1OCC(O1)CNC1=CC(=CC=C1)NCC1OC(OC1)=O bis[(2-oxo-1,3-dioxolan-4-yl)methyl]-1,3-phenylenediamine